C1(CC1)C=1C(=CC=2C(N1)=NN(C2)C)N2N=C(C(=C2C)C(C)C)I 1-{6-Cyclopropyl-2-methyl-2H-pyrazolo[3,4-b]pyridin-5-yl}-3-iodo-5-methyl-4-(propan-2-yl)-1H-pyrazole